(M)-4-(4-acryloyl-cis-3,5-dimethylpiperazin-1-yl)-7-(2-amino-6-fluorophenyl)-6-fluoro-1-(2-isopropyl-4-methylpyridin-3-yl)pyrido[2,3-d]pyrimidin-2(1H)-one C(C=C)(=O)N1[C@@H](CN(C[C@@H]1C)C=1C2=C(N(C(N1)=O)C=1C(=NC=CC1C)C(C)C)N=C(C(=C2)F)C2=C(C=CC=C2F)N)C